COC=1C=C(C=CC1OC)[C@H](C1CCNCC1)C1=CC=C(C=C1)F |o1:10| (R or S)-4-((3,4-Dimethoxyphenyl)(4-fluorophenyl)methyl)piperidine